2-(chloromethyl)-5-fluoropyridine ClCC1=NC=C(C=C1)F